C1(CC1)CN1C(=C(C2=CC(=CC=C12)OC)C=1N=C(SC1)C1=CN(C2=CC(=CC=C12)OC)CC1CC1)C 4-(1-(cyclopropylmethyl)-5-methoxy-2-methyl-1H-indol-3-yl)-2-(1-(cyclopropylmethyl)-6-methoxy-1H-indol-3-yl)thiazole